(4-amino-7-fluoroimidazo[1,5-a]quinoxalin-8-yl)((4aS,9bS)-7-(trifluoromethyl)-3,4,4a,9b-tetrahydrofuro[3,2-b:4,5-c']dipyridin-1(2H)-yl)methanone NC=1C=2N(C3=CC(=C(C=C3N1)F)C(=O)N1[C@@H]3[C@H](CCC1)OC=1C3=CN=C(C1)C(F)(F)F)C=NC2